7-((4-bromobenzyl)oxy)-4-trifluoromethylquinolin-2(1H)-one BrC1=CC=C(COC2=CC=C3C(=CC(NC3=C2)=O)C(F)(F)F)C=C1